4-(4-amino-7-bromo-1-methyl-1H-pyrrolo[3,2-c]pyridin-3-yl)-2-chloro-N-(2,2,2-trifluoroethyl)benzamide NC1=NC=C(C2=C1C(=CN2C)C2=CC(=C(C(=O)NCC(F)(F)F)C=C2)Cl)Br